(difluoromethyl)pyrazol FC(F)C1=NNC=C1